tri(4-tert-butylphenyl)sulfonium trifluoromethanesulfonate FC(S(=O)(=O)[O-])(F)F.C(C)(C)(C)C1=CC=C(C=C1)[S+](C1=CC=C(C=C1)C(C)(C)C)C1=CC=C(C=C1)C(C)(C)C